FC=1C=C(C=CC1)C1=CC(=C(S1)C(=O)N[C@@H]1CN(CC1)C(=O)OCCCC)NC(=O)N butyl (S)-3-(5-(3-fluorophenyl)-3-ureidothiophene-2-carboxamido)pyrrolidine-1-carboxylate